N-{6-[(3-cyclopropyl-1H-pyrazol-5-yl)amino]-5-methoxy-1,2-benzoxazol-3-yl}-4-[1-(3-fluoroazetidin-1-yl)ethyl]-2,6-dimethoxybenzene-1-sulfonamide C1(CC1)C1=NNC(=C1)NC1=CC2=C(C(=NO2)NS(=O)(=O)C2=C(C=C(C=C2OC)C(C)N2CC(C2)F)OC)C=C1OC